BrC1=C(C=C2C=NN(C2=C1)C1CCN(CC1)C(C)=O)F 1-[4-(6-bromo-5-fluoroindazol-1-yl)piperidin-1-yl]ethanone